ClC1=CC=C(C=C1)C1=CC=C(C=N1)[C@H]1[C@@H](C1)N trans-2-(6-(4-chlorophenyl)pyridin-3-yl)cyclopropylamine